Diethyl (E)-2-(((4-(tert-butoxy)-4-oxobut-2-en-1-yl) thio) (phenyl) methyl)-2-hydroxymalonate C(C)(C)(C)OC(/C=C/CSC(C(C(=O)OCC)(C(=O)OCC)O)C1=CC=CC=C1)=O